FC=1C=CC(=NC1)[C@@H](C)OC=1C=2N(C=C(C1)C=1C=NN(C1)C1CCC(CC1)O)N=CC2C#N 4-((R)-1-(5-fluoropyridin-2-yl)ethoxy)-6-(1-((1r,4R)-4-hydroxycyclohexyl)-1H-pyrazol-4-yl)pyrazolo[1,5-a]pyridine-3-carbonitrile